(S)-4-methoxy-2-((1-(5-phenyl-1,2,4-oxadiazol-3-yl)ethyl)carbamoyl)pyridin-3-yl acetate C(C)(=O)OC=1C(=NC=CC1OC)C(N[C@@H](C)C1=NOC(=N1)C1=CC=CC=C1)=O